BrC1=CC=CC2=C1CCCCC2N 1-bromo-6,7,8,9-tetrahydro-5H-benzo[7]annulen-5-amine